FC1=C(C=CC(=C1F)OCCC)C1=CC=C(C=C1)C1OCC(CC1)CC (2',3'-difluoro-4'-propoxy-[1,1'-biphenyl]-4-yl)-5-ethyltetrahydro-2H-pyran